N-chlorocarbonyl-5-methyloxazolidine-2,4-dione ClC(=O)N1C(OC(C1=O)C)=O